[Ca].[Sr].[Ba] barium-strontium-calcium